[K].CN(C1CCN(CC1)CCCS(=O)(=O)NC(NC1=C2CCCC2=CC=2CCCC12)=O)C 3-(4-(Dimethylamino)piperidin-1-yl)-N-((1,2,3,5,6,7-hexahydro-s-indacen-4-yl)carbamoyl)propane-1-sulfonamide, potassium salt